C(C)(C)(C)OC(=O)N([C@H](C(=O)O)CCCC)C (S)-2-((tert-butoxycarbonyl)(methyl)amino)hexanoic Acid